C(C)(C)C1=C(C=C(C=C1)C)N1/C(/SCC1=O)=N/C(=O)NC1=C(C=C(C=C1)N1N=C(N=C1)C1=CC=C(C=C1)OC(F)(F)F)C (Z)-1-(3-(2-isopropyl-5-methylphenyl)-4-oxothiazolidin-2-ylidene)-3-(2-methyl-4-(3-(4-(trifluoromethoxy)phenyl)-1H-1,2,4-triazol-1-yl)phenyl)urea